tert-Butyl-((7R)-2-(2-(1-(cyclopropylmethyl)-1H-indol-2-yl)-3-methylbenzofuran-6-carbonyl)-2-azabicyclo[2.2.1]heptan-7-yl)carbamate C(C)(C)(C)OC(N[C@H]1C2N(CC1CC2)C(=O)C2=CC1=C(C(=C(O1)C=1N(C3=CC=CC=C3C1)CC1CC1)C)C=C2)=O